4-(6-chloro-2,2-dimethyl-2H-chromen-8-yl)thiazol-2-amine ClC=1C=C2C=CC(OC2=C(C1)C=1N=C(SC1)N)(C)C